4-(7H-imidazo[4,5-e][1,2,4]triazin-3-yl)-1-tert-butyloxycarbonylpiperazine N1=NC(=NC2=C1NC=N2)N2CCN(CC2)C(=O)OC(C)(C)C